NC(C(=O)O)C(C)C1=CC=CC=C1 2-AMINO-3-PHENYL-BUTANOIC ACID